BrC=1C(=CC2=C(C1)C=1N(N=C(C1CO2)C(=O)N(C)C(C)(CCO[Si](C2=CC=CC=C2)(C2=CC=CC=C2)C(C)(C)C)C)C2=CC(=CC(=C2)OC)OC)OC 8-bromo-N-(4-(tert-butyldiphenylsiloxy)-2-methylbutan-2-yl)-1-(3,5-dimethoxyphenyl)-7-methoxy-N-methyl-1,4-dihydrobenzopyrano[4,3-c]pyrazole-3-carboxamide